C1(CC1)C=1N=C(C(=NC1C=1C2=C(C=NC1)N(C=N2)C)C(=O)OC)NC=2C=NC(=CC2)N2[C@@H](COCC2)C Methyl 5-cyclopropyl-6-(3-methylimidazo[4,5-c]pyridin-7-yl)-3-[[6-[(3R)-3-methylmorpholin-4-yl]-3-pyridyl]amino]pyrazine-2-carboxylate